[Cl-].[Cl-].C[Si](=[Zr+2](C1C(=CC2=C(C=C(C=C12)C(C)(C)C)C1=CC=CC=C1)C)C1C(=CC2=C(C(=C(C=C12)C(C)(C)C)OC)C1=CC=CC=C1)C)C dimethylsilylene(6-tert-butyl-5-methoxy-2-methyl-4-phenyl-1H-inden-1-yl)-(6-tert-butyl-2-methyl-4-phenyl-1H-inden-1-yl)zirconium dichloride